3-(4-amino-2-pyrrolidin-1-ylphenyl)-6,8-dihydro-5H-imidazo[1,5-a]pyrazine-7-carboxylic acid benzyl ester C(C1=CC=CC=C1)OC(=O)N1CC=2N(CC1)C(=NC2)C2=C(C=C(C=C2)N)N2CCCC2